N-(4-(((R)-1-Hydroxy-4-methylpentan-2-yl)amino)-6-(2-(6-methoxypyridin-3-yl)propyl)-1,3,5-triazin-2-yl)methanesulfonamide OC[C@@H](CC(C)C)NC1=NC(=NC(=N1)CC(C)C=1C=NC(=CC1)OC)NS(=O)(=O)C